O=C1NC(CCC1N1C(C2=C3C(C=CC=C13)=C(C=C2)CC2=CC=C(C(=O)OCC)C=C2)=O)=O ethyl 4-((1-(2,6-dioxopiperidin-3-yl)-2-oxo-1,2-dihydrobenzo[cd]indol-5-yl)methyl)benzoate